OC[C@H]1O[C@H]([C@H]2[C@@H]1OS(O2)(=O)=O)N2C(NC(C=C2)=O)=O 1-((3aR,4R,6R,6aR)-6-(hydroxymethyl)-2,2-dioxidotetrahydrofuro[3,4-d][1,3,2]dioxathiol-4-yl)pyrimidine-2,4(1H,3H)-dione